C(C)OC=1C=NC=CC1B1OC(C(O1)(C)C)(C)C 3-ethoxy-4-(4,4,5,5-tetramethyl-1,3,2-dioxaborolan-2-yl)pyridine